C(\C=C(/C)\CCC=C(C)C)N1CCCCCC1 1-geranyl-azepan